NC1=C(C=C(C=C1)C(F)(F)F)C(=O)C1CC1 [2-amino-5-(trifluoromethyl)phenyl]-cyclopropyl-methanone